DISODIUM ETHYLENEDIAMINE TETRAACETATE DIHYDRATE O.O.C(C)(=O)ON(CCN(OC(C)=O)OC(C)=O)OC(C)=O.[Na].[Na]